NC=1N=C(C2=C(N1)C=CC=N2)NCCO 2-((2-aminopyrido[3,2-d]pyrimidin-4-yl)amino)ethanol